C(C)(C)(C)OC(=O)N1C(=C(C2=CC(=CC=C12)C1CCC2(C(NC(N2)=O)=O)CC1)C(C)C)C1=CC(=NC(=C1)C)C 2-(2,6-Dimethylpyridin-4-yl)-5-(2,4-dioxo-1,3-diazaspiro[4.5]dec-8-yl)-3-isopropyl-1H-indole-1-carboxylic acid tert-butyl ester